3,4-Dimethylpyrido[4',3':4,5]Thieno[2,3-c]Pyridazin-8-ol CC1=C(C2=C(N=N1)SC1=C2C=CN=C1O)C